C(C(=C)C)(=O)O.C(C(=C)C)(=O)O.C(C)OC=1C(=C(O)C=CC1C(C)(C)C1=CC=C(C=C1)O)OCC diethoxybisphenol-a dimethacrylate